Tert-butyl N-[1-methyl-3-(4-methyl-6-propanoylpyridin-3-yl)-2-oxo-1,6-naphthyridin-7-yl]carbamate CN1C(C(=CC2=CN=C(C=C12)NC(OC(C)(C)C)=O)C=1C=NC(=CC1C)C(CC)=O)=O